(3S)-3-methylpiperidin-3-ol HCl Cl.C[C@]1(CNCCC1)O